C([C@@H](O)CO)CC([CH2-])=O (R)-(-)-glycerylacetonide